8-[(dipropylamino)methyl]-5,7-dihydroxy-3-(4-methoxyphenyl)-4H-chromen-4-one C(CC)N(CCC)CC=1C(=CC(=C2C(C(=COC12)C1=CC=C(C=C1)OC)=O)O)O